6-nitroquinazolin-4-amine [N+](=O)([O-])C=1C=C2C(=NC=NC2=CC1)N